C(C1=CC=CC=C1)N1C=2N(C3=C(C1=O)CN(CC3)CC3=C(C=CC=C3)Cl)CCCN2 6-Benzyl-3-(2-chlorobenzyl)-1,2,3,4,6,8,9,10-octahydro-5H-pyrido[3,4-e]pyrimido[1,2-a]pyrimidin-5-one